(S)-1-(4-(3-((3-(3,4-dihydroisoquinolin-2(1H)-yl)-2-hydroxypropyl)amino)-1H-pyrazolo[4,3-d]pyrimidin-7-yl)piperazin-1-yl)ethan-1-one disodium [Na].[Na].C1N(CCC2=CC=CC=C12)C[C@H](CNC1=NNC2=C1N=CN=C2N2CCN(CC2)C(C)=O)O